2-(5-(1-((1R,5S,6S)-3-azabicyclo[3.1.0]hex-6-yl)vinyl)pyrazin-2-yl)-5-(1H-imidazol-1-yl)phenol [C@@H]12CNC[C@H]2C1C(=C)C=1N=CC(=NC1)C1=C(C=C(C=C1)N1C=NC=C1)O